6-(6-Ethynyl-1-methyl-pyrazolo[3,4-d]pyrimidin-4-yl)-2-oxa-6-azaspiro[3.3]heptane C(#C)C1=NC(=C2C(=N1)N(N=C2)C)N2CC1(COC1)C2